1-(4-ethylcyclohexyloxy)-4-[4-(trifluoromethylphenyloxy)benzyl]benzene C(C)C1CCC(CC1)OC1=CC=C(C=C1)CC1=CC=C(C=C1)OC1=C(C=CC=C1)C(F)(F)F